FC(COCC(=O)N1CC2CCC(C1)N2C2=NC=C(C#N)C=C2)(C2=CC(=NC=C2)OC)F 6-(3-(2-(2,2-difluoro-2-(2-methoxypyridin-4-yl)ethoxy)acetyl)-3,8-diazabicyclo[3.2.1]octan-8-yl)nicotinonitrile